BrC1=C(C=C2C(=C(C(=NC2=C1F)SC)[N+](=O)[O-])NC1C2CN(C1C2)C(=O)[O-])I 5-((7-bromo-8-fluoro-6-iodo-2-(methylthio)-3-nitroquinolin-4-yl)amino)-2-azabicyclo[2.1.1]hexane-2-carboxylate